carbon aluminum-iron [Fe].[Al].[C]